CN(C)C(C(C)O)O N,N-Dimethylaminopropan-1,2-diol